(+)-11'-Benzyl-5-bromo-1-(4-methylbenzyl)-5',11'-dihydrospiro[indoline-3,6'-indolo[3,2-c]quinolin]-2-one C(C1=CC=CC=C1)N1C2=CC=CC=C2C=2C3(NC4=CC=CC=C4C21)C(N(C2=CC=C(C=C23)Br)CC2=CC=C(C=C2)C)=O